4-(4-(tert-butyl)phenyl)piperidine (6-sulfamoyl-2-pyridyl)methyl-methanesulfonate S(N)(=O)(=O)C1=CC=CC(=N1)CCS(=O)(=O)O.C(C)(C)(C)C1=CC=C(C=C1)C1CCNCC1